O.OC(CS(=O)(=O)O)CN1CCN(CC1)CCO β-Hydroxy-4-(2-hydroxyethyl)-1-piperazinepropanesulfonic acid monohydrate